COC(C1=CC(=C(C=C1)CNC1=NC=2N([C@@H](C(N(C2C=N1)C)=O)CC)C1CCCC1)OC)=O (R)-4-(((8-cyclopentyl-7-ethyl-5-methyl-6-oxo-5,6,7,8-tetrahydropteridine-2-yl)amino)methyl)-3-methoxybenzoic acid methyl ester